BrC1=C(C=CC=C1)C1=CC(=NN1CC(=O)N[C@@H](C(C)C)B(O)O)C1=C(C=CC=C1)OS(=O)(=O)C1=CC(=CC=C1)C(F)(F)F (R)-(1-(2-(5-(2-Bromo-phenyl)-3-(2-(((3-trifluoromethylphenyl)sulfonyl)oxy)phenyl)-1H-pyrazol-1-yl)acetamido)isobutyl)boronic acid